BrC1=CC(=C(C=C1)C1=C(C=CC2=CC=CC=C12)C(=O)N)C(NC(C(=O)NCCNC(=N)NCC1=C(C=C(C=C1)OC)OC)CC1=CNC2=CC=CC=C12)=O (4-bromo-2-((1-((2-(3-(2,4-dimethoxybenzyl)guanidino)ethyl)amino)-3-(1H-indol-3-yl)-1-oxopropan-2-yl)carbamoyl)phenyl)-2-naphthamide